1-(4-nitrobenzyl)-3-(5,5-dimethyl-1,3-dioxan-2-yl)-2-oxoindol [N+](=O)([O-])C1=CC=C(CN2C(C(C3=CC=CC=C23)C2OCC(CO2)(C)C)=O)C=C1